2,3-dihydro-1H-pyrrolo[3,4-c]pyridine hydrochloride Cl.C1NCC=2C=NC=CC21